S(=O)(=O)([O-])[O-].[Si+4].[Al+3] aluminum silicon sulfate